C(C)(C)(C)OC(=O)N(C)C1=C(C=CC=C1)B(O)O (TERT-BUTOXYCARBONYL-N-METHYLAMINO)-PHENYLBORONIC ACID